C\C(=C/C(=O)O)\C=C\[C@H]1[C@](C1)(C1=CC=2C(CCC(C2C=C1)(C)C)(C)C)C (2E,4E)-3-methyl-5-[(1S,2S)-2-methyl-2-(5,5,8,8-tetramethyl-6,7-dihydronaphthalen-2-yl)cyclopropyl]penta-2,4-dienoic acid